3-bromo-5-nitrobenzene BrC=1C=CC=C(C1)[N+](=O)[O-]